5-(1-(3,5-Dichloropyridin-4-yl)ethoxy)-N-(4-(4-Methylpiperazin-1-yl)phenyl)-1H-Indazol-3-Carboxamid ClC=1C=NC=C(C1C(C)OC=1C=C2C(=NNC2=CC1)C(=O)NC1=CC=C(C=C1)N1CCN(CC1)C)Cl